[(4,4-DIFLUOROCYCLOHEXYL)METHYL](METHYL)AMINE HYDROCHLORIDE Cl.FC1(CCC(CC1)CNC)F